C(C)(C)(C)C1C(N(C(N1C=1N=C2N(CCOC3=C2C=CC(=C3)N3[C@@H](CCC3)C(=O)N)C1)=O)C)=O (2S)-1-(2-(5-tertbutyl-3-methyl-2,4-dioxoimidazolidin-1-yl)-5,6-dihydrobenzo[f]imidazo[1,2-d][1,4]oxazepin-9-yl)pyrrolidine-2-carboxamide